(4-isobutylphenyl)(p-tolyl)iodonium hexafluorophosphate F[P-](F)(F)(F)(F)F.C(C(C)C)C1=CC=C(C=C1)[I+]C1=CC=C(C=C1)C